C1(CCCC1)OC1=CC(=CC2=C1C(N1[C@@H](CO2)C[C@@H](C1)OC1=NC=C2C=CC(NC2=C1)=O)=O)C (2S,11aR)-6-(cyclopentyloxy)-8-methyl-2-((2-oxo-1,2-dihydro-1,6-naphthyridin-7-yl)oxy)-2,3,11,11a-tetrahydro-1H,5H-benzo[f]pyrrolo[2,1-c][1,4]oxazepin-5-one